[1,4]oxaazepino[5,6,7-de]quinazoline-2(1H)-carboxylic acid tert-butyl ester C(C)(C)(C)OC(=O)C=1NC=2C=CC=C3C2C(N1)=NC=CO3